6-(6-methoxypyridin-3-yl)-1H-pyrazolo[3,4-d]pyrimidin-4(5H)-one COC1=CC=C(C=N1)C=1NC(C2=C(N1)NN=C2)=O